4-[2-[4-(5-methyl-1H-pyrazol-3-yl)piperazin-1-yl]ethyl]morpholine CC1=CC(=NN1)N1CCN(CC1)CCN1CCOCC1